4-((5-(2,2-difluorovinyl)pyrimidin-2-yl)(methyl)amino)cyclohexan-1-ol FC(=CC=1C=NC(=NC1)N(C1CCC(CC1)O)C)F